C(C=C)(=O)OC(C)C.C(C=C)(=O)OC(CCCCCCCCCCCCCCC(C)C)=O isopropyl isostearoyl diacrylate